sodium 5-(3-(2,5-dichloro-4,6-dimethyl-1-oxidopyridin-3-yl)-1,2,4-oxadiazol-5-yl)-2-hydroxy-3-nitrophenyl phosphate P(=O)(OC1=C(C(=CC(=C1)C1=NC(=NO1)C=1C(=[N+](C(=C(C1C)Cl)C)[O-])Cl)[N+](=O)[O-])O)([O-])[O-].[Na+].[Na+]